C(CCCCCCCCC)OS(=O)(=O)C1=C(C=C(C=C1)C)NC(CC12CC3CC(CC(C1)C3)C2)=O 2-(((3R,5R,7R)-adamantan-1-yl)acetamido)4-methylbenzenesulfonic acid decyl ester